N,N'-dibutyl-1,1'-biphenyl-4,4'-diamine C(CCC)NC1=CC=C(C=C1)C1=CC=C(C=C1)NCCCC